1-(4-bromo-2-methyl-6-nitro-1H-benzo[d]imidazol-5-yl)(5-chloro-2-fluorophenyl)methanone BrC1=C(C(=CC=2NC(=NC21)C)[N+](=O)[O-])C(=O)C2=C(C=CC(=C2)Cl)F